NCCCC[C@@H](C(CN1C=NC=C(C1=O)F)=O)NC(=O)C1CCCC1 (S)-N-(7-amino-1-(5-fluoro-6-oxopyrimidin-1(6H)-yl)-2-oxohept-3-yl)cyclopentanecarboxamide